COC1=C(C=CC=C1C=1OC(=NN1)C)NC1=NC=NC=C1C(=O)O 4-{[2-methoxy-3-(5-methyl-1,3,4-oxadiazol-2-yl)phenyl]amino}pyrimidine-5-carboxylic acid